1-(4-(6-chloro-7-(5-methyl-1H-indazol-4-yl)-2-(tetrahydrofuran-3-ylamino)quinazolin-4-yl)piperazin-1-yl)prop-2-en-1-one ClC=1C=C2C(=NC(=NC2=CC1C1=C2C=NNC2=CC=C1C)NC1COCC1)N1CCN(CC1)C(C=C)=O